tert-Butyl 2-(4-(4-((6-(3-(2,6-dichloro-3,5-dimethoxyphenyl)-1,3-dimethylureido)pyrimidin-4-yl)amino)phenyl)piperazin-1-yl)acetate ClC1=C(C(=C(C=C1OC)OC)Cl)N(C(N(C)C1=CC(=NC=N1)NC1=CC=C(C=C1)N1CCN(CC1)CC(=O)OC(C)(C)C)=O)C